7-fluoro-3-(3-(4-(4-fluorophenyl)-3,6-dihydropyridin-1(2H)-yl)propyl)-5-methylisoquinolin-1(2H)-one FC1=CC(=C2C=C(NC(C2=C1)=O)CCCN1CCC(=CC1)C1=CC=C(C=C1)F)C